4-(4-cyanophenyl)-6-(2-methoxyethyl)isoindoline-2-carbonitrile C(#N)C1=CC=C(C=C1)C1=C2CN(CC2=CC(=C1)CCOC)C#N